2-methyl-N-(2-[[(2S)-2-methylpyrrolidin-1-yl]methyl]-1-[[2-(trimethylsilyl)ethoxy]methyl]pyrrolo[3,2-C]pyridin-6-yl)-1,3-benzoxazole-5-carboxamide CC=1OC2=C(N1)C=C(C=C2)C(=O)NC2=CC1=C(C=N2)C=C(N1COCC[Si](C)(C)C)CN1[C@H](CCC1)C